C(N)(=O)C=1C(=NC(=C(N1)CC)N(C)C(C)C)NC=1C=C(CCNC(C(C)OC(NC)=O)=O)C=CC1 (1-((3-((3-carbamoyl-5-ethyl-6-(isopropyl(methyl)amino)pyrazin-2-yl)amino)phenethyl)amino)-1-oxopropan-2-yl)(methyl)carbamate